N[C@H](C(=O)N[C@H](C(=O)OC)C[C@H]1C(NCC1)=O)CC(C)C methyl (2S)-2-[(2S)-2-amino-4-methylpentanamido]-3-[(3S)-2-oxopyrrolidin-3-yl]propanoate